ClC=1C=C(C(=NC1C1=C(C=CC=C1)F)NCC(C)(C)C)C(N1C[C@H](N(C[C@@H]1C)C(=O)OC(C)(C)C)C)=NC(CCl)=O tert-butyl (2R,5S)-4-((5-chloro-6-(2-fluorophenyl)-2-(neopentylamino)pyridin-3-yl)((2-chloroacetyl)imino)methyl)-2,5-dimethylpiperazine-1-carboxylate